O=C1NC(CCC1N1C(C2=CC=C(C=C2C1=O)C#CCOCCN(C(OC(C)(C)C)=O)C)=O)=O Tert-butyl N-[2-[3-[2-(2,6-dioxo-3-piperidyl)-1,3-dioxo-isoindolin-5-yl]prop-2-ynoxy]ethyl]-N-methyl-carbamate